trifluorophenylstyrene FC1=C(C(=C(C2=CC=CC=C2)F)F)C=CC=C1